2-(2-(bromomethyl)thiazol-5-yl)-5-(trifluoromethyl)-1,3,4-oxadiazole BrCC=1SC(=CN1)C=1OC(=NN1)C(F)(F)F